ClC1=C(C(=CC(=C1)N1C[C@](CCC1)(CCC1=CC(=CC=C1)C(F)(F)F)N(C)C)Cl)S(=O)(=O)NC1=NC=NC=C1 (R)-2,6-Dichloro-4-(3-(dimethylamino)-3-(3-(trifluoromethyl)phenethyl)piperidin-1-yl)-N-(pyrimidin-4-yl)benzenesulfonamide